(R)-3-(9-((1s,4S)-4-carbamoylcyclohexyl)-8-(2-chloro-4-cyano-6-fluorophenylamino)-9H-purin-2-ylamino)-N-phenylpiperidine-1-carboxamide C(N)(=O)C1CCC(CC1)N1C2=NC(=NC=C2N=C1NC1=C(C=C(C=C1F)C#N)Cl)N[C@H]1CN(CCC1)C(=O)NC1=CC=CC=C1